4-((4-(heptan-2-ylcarbamoyl)benzyl)oxy)phenyl sulfurofluoridate S(OC1=CC=C(C=C1)OCC1=CC=C(C=C1)C(NC(C)CCCCC)=O)(=O)(=O)F